O1C(=CC=C1)C=C(C(=O)OCC)CC[N+](=O)[O-] ethyl 2-(furan-2-ylmethylene)-4-nitrobutanoate